C(=O)O.COC1=CC=C2C(=N1)NN=C2 6-methoxy-1H-pyrazolo[3,4-b]pyridine formate